Cl.N=1N(N=CC1)C=1SC(=CN1)CN (2-(2H-1,2,3-triazol-2-yl)thiazol-5-yl)methanamine hydrochloride